C(C=C)(=O)O.O(C1=CC=CC=C1)C(CO)O 2-phenoxyethylene glycol acrylate